CC1=C(NC(=C1C)C)C=O 3,4,5-trimethylpyrrole-2-carboxaldehyde